N-carbamimidoyl-5-(1-methylpyrazol-4-yl)naphthalene-2-carboxamide C(N)(=N)NC(=O)C1=CC2=CC=CC(=C2C=C1)C=1C=NN(C1)C